9H-benzo[e]imidazo[2,1-c]pyrrolo[1,2-a][1,4]diazepin-12-yl-benzonitrile C1=CN=C2C=3N(C=C4C(N21)=C(C=CC4)C4=C(C#N)C=CC=C4)C=CC3